C1(CC1)N1C(NC2=CC(=CC=C2C1=O)CN1CCN(CC1)C=1C=CC(=NC1F)C(=O)NC)=O 5-(4-((3-cyclopropyl-2,4-dioxo-1,2,3,4-tetrahydroquinazolin-7-yl)methyl)piperazin-1-yl)-6-fluoro-N-methylpyridineamide